(3S)-3-(((benzyloxy)carbonyl)amino)-4-(((2S)-1-((2-methyl-5-(2-(6-methylpiperidin-3-yl)ethoxy)benzyl)amino)-1-oxo-4-phenylbutan-2-yl)amino)-4-oxobutanoic acid C(C1=CC=CC=C1)OC(=O)N[C@@H](CC(=O)O)C(=O)N[C@H](C(=O)NCC1=C(C=CC(=C1)OCCC1CNC(CC1)C)C)CCC1=CC=CC=C1